C(C)(=O)C1CCC2[C@@]1(C[C@](C1[C@]3(CCC(NC3=CCC12)=O)C)(C)O)C (4aR,5S,6aS)-7-acetyl-4,4a,4b,5,6,6a,7,8,9,9a,9b,10-dodecahydro-5-hydroxy-4a,5,6a-trimethyl-1H-indeno[5,4-f]quinolin-2(3H)-one